Tert-butyl (S)-4-(3-((isoquinolin-3-ylmethyl)-(5,6,7,8-tetrahydroquinolinyl)amino)propyl)piperazine-1-carboxylate C1=NC(=CC2=CC=CC=C12)CN(CCCN1CCN(CC1)C(=O)OC(C)(C)C)C1=NC=2CCCCC2C=C1